S=C1N(CCN1C(=O)OC(C)(C)C)C(=O)OC(C)(C)C di-tert-butyl 2-thioxoimidazolidine-1,3-dicarboxylate